ClC=1C=CC=C(CO)C1 5-chloro-benzyl alcohol